Cl.FC=1C=C(CCNC(=N)NC(=N)N)C=CC1F (3,4-difluoro)phenethyl-biguanide hydrochloride